C(C)OC(NC1=C(C=C(C=C1)NCC1=C(C=C(C=C1C)C)C)N)=O [2-amino-4-(2,4,6-trimethylbenzylamino)-phenyl]-carbamic acid ethyl ester